ClC1=C(C=2N=C(N=C(C2C=N1)N1CCO[C@H]2[C@@H]([C@@H]12)F)OC([2H])([2H])[C@]12CCCN2C[C@@H](C1)F)F (1R,6S,7R)-5-(7-chloro-8-fluoro-2-(((2R,7aS)-2-fluorotetrahydro-1H-pyrrolizin-7a(5H)-yl)methoxy-d2)pyrido[4,3-d]pyrimidin-4-yl)-7-fluoro-2-oxa-5-azabicyclo[4.1.0]heptane